tetrahydro-2H-pyran-4-amine hydrochloride Cl.O1CCC(CC1)N